ClC1=NC=C(C(=C1)C#N)CC 2-chloro-5-ethyl-pyridine-4-carbonitrile